1-(3-(3,5-dichlorobenzamido)-4-(4-methylpiperazin-1-yl)phenyl)-N-(3-morpholinopropyl)-1H-1,2,3-triazole-4-carboxamide ClC=1C=C(C(=O)NC=2C=C(C=CC2N2CCN(CC2)C)N2N=NC(=C2)C(=O)NCCCN2CCOCC2)C=C(C1)Cl